ETHYL T-BUTYL ETHER C(C)(C)(C)OCC